sodium 2-hydroxyethyl iminodiacetate N(CC(=O)[O-])CC(=O)OCCO.[Na+]